3-(4-(6-(5-(4-methoxyphenyl)-1,3,4-oxadiazol-2-yl)-1H-benzo[d]imidazol-2-yl)-3,5-dimethylphenyl)-2,2-dimethylpropionic acid COC1=CC=C(C=C1)C1=NN=C(O1)C=1C=CC2=C(NC(=N2)C2=C(C=C(C=C2C)CC(C(=O)O)(C)C)C)C1